C1(CC1)C1=NC(=CC(=C1)C1=CC(=C2C(=N1)N=C(N2)C=2N=CC(=NC2)N2CCCCC2)N(C)CC2(CCC2)COC)C(F)(F)F 1-(5-{5-[2-Cyclopropyl-6-(trifluoromethyl)pyridin-4-yl]-7-[{[1-(methoxymethyl)cyclobutyl]methyl}(methyl)amino]-1H-imidazo[4,5-b]pyridin-2-yl}pyrazin-2-yl)piperidin